FC1(C(CC(OC1)C1=NC=CC(=C1NC(=O)C=1C=NC(=NC1)C(C)C)C1=C(C=CC(=C1)F)F)C)F N-(2-(5,5-difluoro-4-methyltetrahydro-2H-pyran-2-yl)-4-(2,5-difluorophenyl)pyridin-3-yl)-2-isopropylpyrimidine-5-carboxamide